4'-Fluorochalcone FC1=CC=C(C(/C=C/C2=CC=CC=C2)=O)C=C1